C(=C)C1=CC2=CC(=CC=C2C=C1)C=C 2,7-bis(ethenyl)naphthalene